2-((2-ethyl-7-methyl-5-(piperazin-1-yl)pyrazolo[1,5-a]pyridin-3-yl)(methyl)amino)-4-(4-fluorophenyl)thiazole-5-carbonitrile C(C)C1=NN2C(C=C(C=C2C)N2CCNCC2)=C1N(C=1SC(=C(N1)C1=CC=C(C=C1)F)C#N)C